ClC1=C(C=C(OCC(=O)NC23CC(C(CC2)(CC3)C(=O)NCC3=NC=CC=C3)O)C=C1)F 4-[2-(4-chloro-3-fluorophenoxy)acetamido]-2-hydroxy-N-[(pyridin-2-yl)methyl]bicyclo[2.2.2]octane-1-carboxamide